CN([C@@H]1[C@H]([C@@H](C2=CC3=CC[C@@]4([C@H](CC[C@H]4[C@@]34CC[C@]2(C1)O4)C4=CC=C1C=CN=CC1=C4)C)O)O)C (1S,2R,5S,6R,12R,13R,14S,16R)-14-(dimethylamino)-5-isoquinolin-7-yl-6-methyl-19-oxapentacyclo[14.2.1.01,9.02,6.011,16]nonadeca-8,10-diene-12,13-diol